silicon-titanium oxide [O-2].[Ti+4].[Si+4].[O-2].[O-2].[O-2]